C(C=C)[Sn] allyltin